3,3-difluoro-2-phenylpentan-2-ol FC(C(C)(O)C1=CC=CC=C1)(CC)F